ClC=1C(=C(C=CC1)C#CCN1C(C=C(C=C1)C=1OC(=NN1)C(F)F)=O)F 1-(3-(3-chloro-2-fluorophenyl)prop-2-yn-1-yl)-4-(5-(difluoromethyl)-1,3,4-oxadiazol-2-yl)pyridin-2(1H)-one